p-benzyloxystyrene C(C1=CC=CC=C1)OC1=CC=C(C=C)C=C1